C(C1=CC=CC=C1)OC(=O)N[C@H](C(=O)O)CCCCNC(COCCOCCNC(CC[C@@H](C(=O)OC(C)(C)C)NC(CCCCCCCCCCCCCCCCCP(=O)(OC(C)(C)C)OC(C)(C)C)=O)=O)=O (2S)-2-(benzyloxycarbonylamino)-6-[[2-[2-[2-[[(4S)-5-tert-butoxy-4-(18-di-tert-butoxyphosphoryloctadecanoylamino)-5-oxo-pentanoyl]amino]ethoxy]ethoxy]acetyl]amino]hexanoic acid